Phenethyl cyanide C(CC1=CC=CC=C1)C#N